(1R,2R)-2-(benzyloxy)cyclopentylamine C(C1=CC=CC=C1)O[C@H]1[C@@H](CCC1)N